[Na].C(C)(C)(C)OC(=O)N1C(C=CC(=C1)C1NCC=CC1)C1=CC=CC=C1 N-tert-butoxycarbonyl-2-phenyl-5-(1,2,3,6-tetrahydropyridin-2-yl)pyridine sodium